C1(CC1)OCCOC=1C=C2C(=NC(=NC2=CC1OC)C)N[C@H](C)C1=NC=CC(=C1)C(F)(F)F (R)-6-(2-Cyclopropoxyethyloxy)-7-methoxy-2-methyl-N-(1-(4-(trifluoromethyl)pyridin-2-yl)ethyl)quinazolin-4-amine